O=C1N(C(CC1)=O)C(C(=O)[O-])CC1=C(N(C(=C1C)\C=C\1/[NH+]=C(C=C1)C1=CC=C(C=C1)OC)B(F)F)C (2,5-dioxopyrrolidin-1-yl)3-[1-difluoroboranyl-5-[(Z)-[5-(4-methoxyphenyl)pyrrol-1-ium-2-ylidene]methyl]-2,4-dimethyl-pyrrol-3-yl]propanoate